4-[(3R,4R)-3-amino-4-fluoropyrrolidin-1-yl]-5-(3-chloro-5-fluorophenyl)-6-cyano-N-[(1S)-1-cyclopropylethyl]pyridine-3-carboxamide N[C@@H]1CN(C[C@H]1F)C1=C(C=NC(=C1C1=CC(=CC(=C1)F)Cl)C#N)C(=O)N[C@@H](C)C1CC1